2-(3-methoxy-2,6-dimethylphenyl)-4,4,5,5-tetramethyl-1,3,2-dioxaborolane COC=1C(=C(C(=CC1)C)B1OC(C(O1)(C)C)(C)C)C